N1(C=NC=2C1=C1C(=NC2)NC=C1)C12CC(C1)(C2)C(CC)S(=O)(=O)N (3-(imidazo[4,5-d]pyrrolo[2,3-b]pyridin-1(6H)-yl)bicyclo[1.1.1]pentan-1-yl)propane-1-sulfonamide